CC1=C(C=CC(=C1C1=CC2=C(N=C(N=C2)NC)N2C1=NC=C2)C)O 2,4-dimethyl-3-(2-(methylamino)imidazo[1',2':1,6]pyrido[2,3-d]pyrimidin-6-yl)phenol